tert-butyl-(hydroxymethyl)-2,3,6,7-tetrahydro-1H-azepine-1-carboxylate C(C)(C)(C)C1(N(CCC=CC1)C(=O)[O-])CO